NCC[Si](OCCC)(OCCC)OCCC β-aminoethyl-tripropoxysilane